CC(C)C1=CC(=C(C=C1)C=CC(=O)OC)C(C)C methyl 2,4-diisopropyl cinnamate